2-(3-oxo-2,3-dihydro-1H-inden-1-ylidene)malononitrile O=C1CC(C2=CC=CC=C12)=C(C#N)C#N